n-ethyl-1-(6-((1-(4-fluorophenyl)-4-methyl-1H-1,2,3-triazol-5-yl)methoxy)pyridazin-3-yl)azetidin-3-carboxamide C(C)NC(=O)C1CN(C1)C=1N=NC(=CC1)OCC1=C(N=NN1C1=CC=C(C=C1)F)C